N,N-dimethyl-amyl-ammonium fluoride [F-].C[NH+](C)CCCCC